CN(C)CC1=C(C(=CC(=C1)CC)OC)OCCCCCCCCCCCCCCCCCC N,N-dimethyl-1-(5-ethyl-3-methoxy-2-octadecyloxyphenyl)methylamine